(3R,8S*)-tert-butyl 8-((2,2-difluoroethoxy)methyl)-11,11-difluoro-8-hydroxy-3-methyl-3,4,8,9,10,11-hexahydro-1H-pyrido[4',3':3,4]pyrazolo[1,5-a]azepine-2(7H)-carboxylate FC(COC[C@@]1(CCC(C=2N(C1)N=C1C2CN([C@@H](C1)C)C(=O)OC(C)(C)C)(F)F)O)F |o1:5|